tert-butyl (2-((3-(tert-butyl)-5-(1-(2,5-dimethoxyphenyl)-5-methyl-1H-1,2,3-triazole-4-carboxamido)phenyl)amino)ethyl)carbamate C(C)(C)(C)C=1C=C(C=C(C1)NC(=O)C=1N=NN(C1C)C1=C(C=CC(=C1)OC)OC)NCCNC(OC(C)(C)C)=O